FC1=CC=C(C(=O)NC(C)C=2N=C3CCCN(C3=CC2)C(=O)OCCC2C(C2)(F)F)C=C1 2-(2,2-difluorocyclopropyl)ethyl 6-(1-(4-fluorobenzamido)ethyl)-3,4-dihydro-1,5-naphthyridine-1(2H)-carboxylate